(3,4-methylenedioxyphenyl)-1-(4-(methylsulfonyl)benzyl)-1H-indole-3-carboxamide C1OC=2C=C(C=CC2O1)C=1N(C2=CC=CC=C2C1C(=O)N)CC1=CC=C(C=C1)S(=O)(=O)C